1,4,4,9-Tetramethyl-8-(3-methyl-1H-indol-7-yl)-7-(trifluoromethyloxy)-5H-[1,2,4]triazolo[4,3-a]quinoxaline CC1=NN=C2N1C1=C(C(=C(C=C1NC2(C)C)OC(F)(F)F)C=2C=CC=C1C(=CNC21)C)C